(2S)-1,2-propanediol C([C@H](C)O)O